(6R)-6-{[2-(4-methoxyphenyl)-9-methyl[1,2,4]triazolo[1,5-c]quinazolin-5-yl]amino}-1,4-diazepan-5-one COC1=CC=C(C=C1)C1=NN2C(=NC=3C=CC(=CC3C2=N1)C)N[C@H]1C(NCCNC1)=O